Benzofuran-6-carboxaldehyde O1C=CC2=C1C=C(C=C2)C=O